4-methoxy-6-(11,12-methylenedioxy-10,14-dimethoxydihydrostyryl)-2-pyrone COC1=CC(=O)OC(=C1)CCC2=C(C=C3C(=C2OC)OCO3)OC